2-(4,4-difluoropiperidin-1-yl)-6-methoxy-N-(1H-pyrrol-2-yl)-7-(3-(pyrrolidin-1-yl)propoxy)quinazolin-4-amine FC1(CCN(CC1)C1=NC2=CC(=C(C=C2C(=N1)NC=1NC=CC1)OC)OCCCN1CCCC1)F